ClC1=CC=C(C(=N1)CN(C)C)C1(CCOCC1)O 4-(6-chloro-2-((dimethylamino)methyl)pyridin-3-yl)tetrahydro-2H-pyran-4-ol